COC1=NN(C(=C1)S(=O)(=O)N1CC2(C1)CC(CC2)N2CCOCC2)C 4-(2-((3-methoxy-1-methyl-1H-pyrazol-5-yl)sulfonyl)-2-azaspiro[3.4]octan-6-yl)morpholine